N-{2-chloro-6-[4-(propan-2-yl)piperazin-1-yl]phenyl}-4-(5-cyclopropyl-1,2-oxazol-3-yl)-4-methyl-Piperidine-1-carboxamide ClC1=C(C(=CC=C1)N1CCN(CC1)C(C)C)NC(=O)N1CCC(CC1)(C)C1=NOC(=C1)C1CC1